(S)-1-(2-cyanoethyl)-5-oxopyrrolidine-2-carboxylic acid C(#N)CCN1[C@@H](CCC1=O)C(=O)O